CC1=C(C(=NC=C1)NC=1C=NC(=CC1)OC1=CC=CC2=C1C1(CC1)CO2)N 4-methyl-N2-(6-spiro[2H-benzofuran-3,1'-cyclopropane]-4-yloxy-3-pyridyl)pyridine-2,3-diamine